3-hydroxy-2,2-dimethyl-1-(5-((2-methylbenzo[d]oxazol-6-yl)sulfonyl)-3,4,5,6-tetrahydropyrrolo[3,4-c]pyrrol-2(1H)-yl)propan-1-one OCC(C(=O)N1CC=2CN(CC2C1)S(=O)(=O)C1=CC2=C(N=C(O2)C)C=C1)(C)C